S[C@H]1[C@H](N(CC1)C(=O)OC(C)(C)C)C(=O)OC 1-(tert-butyl) 2-methyl (2R,3R)-3-mercaptopyrrolidine-1,2-dicarboxylate